Bis(2-pentylheptyl)8-(3-(diethylamino)propyl)-4,12-dioxo-3,13-dipropyl-5,11-dioxa-3,8,13-triazapentadecanedioate C(CCCC)C(COC(CN(C(OCCN(CCOC(N(CC(=O)OCC(CCCCC)CCCCC)CCC)=O)CCCN(CC)CC)=O)CCC)=O)CCCCC